C(C)OC(=O)C=1N=C2N(C(=NC=C2Br)NCC2=C(C=CC3=C2CCO3)F)C1 8-bromo-5-(((5-fluoro-2,3-dihydrobenzofuran-4-yl)methyl)amino)imidazo[1,2-c]Pyrimidine-2-carboxylic acid ethyl ester